5-[2-(4-Butylphenyl)ethynyl]-1-fluoro-2-isothiocyanato-3-methylbenzene C(CCC)C1=CC=C(C=C1)C#CC=1C=C(C(=C(C1)F)N=C=S)C